CN1N=CC(=C1)C=1C=NC=2N(C1)N=CC2[N+](=O)[O-] 6-(1-methyl-1H-pyrazol-4-yl)-3-nitropyrazolo[1,5-a]pyrimidine